NC1=CC(=C(CCNC(O)=O)C=C1)CS(=O)C (4-amino-2-((methylsulfinyl)methyl)phenethyl)carbamic acid